ClC1=CC(=C(N=N1)C(=O)NC([2H])([2H])[2H])NC1=C(C(=CC(=C1)C)C1=NN(N=C1)C1CC1)OC 6-chloro-4-((3-(2-cyclopropyl-2H-1,2,3-triazol-4-yl)-2-methoxy-5-methylphenyl)amino)-N-(methyl-d3)pyridazine-3-carboxamide